ethyl (trans)-2-(2-oxo-4-(o-tolyl)-2H-chromen-7-yl)cyclopropane-1-carboxylate O=C1OC2=CC(=CC=C2C(=C1)C1=C(C=CC=C1)C)[C@H]1[C@@H](C1)C(=O)OCC